C1(=CC=CC=C1)N(C=1C=C(C=CC1)C1=CC=C(C=C1)OB(O)O)C1=CC=CC=C1 (3'-(diphenylamino)-[1,1'-biphenyl]-4-yl)boric acid